tributyl-(allyl)tin C(CCC)[Sn](CC=C)(CCCC)CCCC